ClC=1C=NC(=NC1)C1CCN(CC1)C=1N=C(C2=C(N1)CCCS2(=O)=O)NC2=CC(=C(C=C2)C2(CC2)C(=O)OCC)F ethyl 1-(4-((2-(4-(5-chloropyrimidin-2-yl)piperidin-1-yl)-5,5-dioxo-7,8-dihydro-6H-thiopyrano[3,2-d]pyrimidin-4-yl)amino)-2-fluorophenyl)cyclopropane-1-carboxylate